(R)-3-Amino-pyrrolidine-1-carboxylic acid (4-methoxy-7-phenyl-thiazolo[4,5-c]pyridin-2-yl)-amide COC1=NC=C(C2=C1N=C(S2)NC(=O)N2C[C@@H](CC2)N)C2=CC=CC=C2